2-azaspiro[4.5]decane-8-carboxamide C1NCCC12CCC(CC2)C(=O)N